COC(=O)C1=CC=CC2=CNC=C12 Isoindole-7-carboxylic acid methyl ester